2-bromo-5-(4-(fluoranthen-8-yl)phenyl)-1,3,4-oxadiazole BrC=1OC(=NN1)C1=CC=C(C=C1)C=1C=C2C3=CC=CC4=CC=CC(C2=CC1)=C43